(E)-4-fluoro-5-((hydroxyimino)methyl)-2-methoxybenzoic acid methyl ester COC(C1=C(C=C(C(=C1)/C=N/O)F)OC)=O